C(C)(C)(C)OC(=O)N1CC2=CC=C(C=C2CC1)N(C)C 6-(dimethylamino)-3,4-dihydro-1H-isoquinoline-2-carboxylic acid tert-butyl ester